7-(diethylamino)-2-oxo-2H-chromen-3-carbaldehyde C(C)N(C1=CC=C2C=C(C(OC2=C1)=O)C=O)CC